benzyltin triacetate C(C)(=O)[O-].C(C)(=O)[O-].C(C)(=O)[O-].C(C1=CC=CC=C1)[Sn+3]